2-chloro-7-(4-(cyclohexyloxy)phenyl)-N-(4-methoxybenzyl)-5,5-dimethyl-6,7-dihydro-5H-pyrrolo[2,3-d]pyrimidin-4-amine ClC=1N=C(C2=C(N1)N(CC2(C)C)C2=CC=C(C=C2)OC2CCCCC2)NCC2=CC=C(C=C2)OC